1-(3,4-xylyl)-3-methyl-1H-pyrazol-5(4H)-one C1(=CC(=C(C=C1)C)C)N1N=C(CC1=O)C